CN1C(N(CC=2C1=NC(=NC2)S(=O)(=O)C)C2CN(C2)C(=O)OC(C)(C)C)=O tert-butyl 3-(1-methyl 7-methylsulfonyl-2-oxo-4H-pyrimido[4,5-d]pyrimidin-3-yl)azetidine-1-carboxylate